COC=1C(=C(C(=CC1)C)C=1C=2N(C3=CC(=NC=C3C1)NC(=O)C1CC1)N=CN2)C N-(4-(3-methoxy-2,6-dimethylphenyl)-[1,2,4]triazolo[1,5-a][1,6]naphthyridin-8-yl)cyclopropanecarboxamide